methyl 2-(trifluoromethyl)-2-oxiranecarboxylate FC(C1(OC1)C(=O)OC)(F)F